N[C@H]1CN(CCC1)C=1C2=C(N=CN1)CN(CC2)C(=O)OC(C)(C)C (R)-tert-butyl 4-(3-aminopiperidin-1-yl)-5,8-dihydropyrido[3,4-d]pyrimidine-7(6H)-carboxylate